tertiary amyl mercaptan C(C)(C)(CC)S